(2R,3R)-4-(benzyloxy)-2,3-dihydroxy-4-oxobutanoic acid C(C1=CC=CC=C1)OC([C@@H]([C@H](C(=O)O)O)O)=O